3-(4-{2-[(7S)-4-(3-methoxy-4-nitrobenzoyl)-1,4-oxazepan-7-yl]ethynyl}-1-oxo-3H-isoindol-2-yl)piperidine-2,6-dione COC=1C=C(C(=O)N2CCO[C@@H](CC2)C#CC2=C3CN(C(C3=CC=C2)=O)C2C(NC(CC2)=O)=O)C=CC1[N+](=O)[O-]